(Z)-3-(1-cyano-2-(4-methoxypyridin-3-yl)vinyl)-1H-indol-5-yl sulfurofluoridate S(OC=1C=C2C(=CNC2=CC1)/C(=C/C=1C=NC=CC1OC)/C#N)(=O)(=O)F